NC=1N=NC(=CC1C1=CC=C(OCC(=O)N[C@@H](C(C)C)C(=O)N2[C@@H](C[C@H](C2)O)C(=O)NCC2=CC=C(C=C2)C2=C(N=CS2)C(F)F)C=C1)C1=C(C=CC=C1)O (2S,4R)-1-((2-(4-(3-amino-6-(2-hydroxyphenyl)pyridazin-4-yl)phenoxy)acetyl)-L-valyl)-N-(4-(4-(difluoromethyl)thiazol-5-yl)benzyl)-4-hydroxypyrrolidine-2-carboxamide